7-(1,4-dioxaspiro[4.5]decan-8-yl)-3,4-dihydro-2H-1,4-benzoxazine O1CCOC12CCC(CC2)C2=CC1=C(NCCO1)C=C2